C(C(C)C)NC(=O)C1=CC=CC(=N1)C(=O)[O-] 6-(isobutylcarbamoyl)picolinate